The molecule is a cationic fluorescent dye derived from 9-phenylxanthene. It has a role as a fluorochrome. It is a xanthene dye and an organic cation. CN(C)C1=CC2=C(C=C1)C(=C3C=CC(=[N+](C)C)C=C3O2)C4=C(C=C(C=C4)SC#N)C(=O)O